Dinaphthyl-dimethoxysilane (2R,3S,4S)-4-hydroxy-2-[(4-methoxyphenyl)methyl]pyrrolidin-3-yl-1-benzylazetidine-3-carboxylate O[C@@H]1[C@H]([C@H](NC1)CC1=CC=C(C=C1)OC)OC(=O)C1CN(C1)CC1=CC=CC=C1.C1(=CC=CC2=CC=CC=C12)[Si](OC)(OC)C1=CC=CC2=CC=CC=C12